BrC=1C=C(C=C2N=CC(=NC12)O)C 8-bromo-6-methylquinoxalin-2-ol